4-(4-fluorophenoxy)-6-(5-methyl-1H-imidazol-1-yl)isoquinoline FC1=CC=C(OC2=CN=CC3=CC=C(C=C23)N2C=NC=C2C)C=C1